O=C1C(=CC(=CN1)[C@H](C)ONC(=O)N1CCN(CC1)C=1N=CC(=C2C1NC=C2)C(F)(F)F)C(F)(F)F (S)-N-(1-(6-oxo-5-(trifluoromethyl)-1,6-dihydropyridin-3-yl)ethoxy)-4-(4-(trifluoromethyl)-1H-pyrrolo[2,3-c]pyridin-7-yl)piperazine-1-carboxamide